5-(2-(4-methoxy-3-methylphenylamino)-5-methylpyrimidin-4-ylamino)-7-methylbenzo[d]oxazol-2(3H)-one COC1=C(C=C(C=C1)NC1=NC=C(C(=N1)NC=1C=C(C2=C(NC(O2)=O)C1)C)C)C